1-(6-((7S)-4-(2,3-dimethylphenyl)-7-(1,3-thiazol-2-yl)-5,6,7,8-tetrahydro-2-quinazolinyl)-2,6-diazaspiro[3.4]octan-2-yl)-2-propen-1-one CC1=C(C=CC=C1C)C1=NC(=NC=2C[C@H](CCC12)C=1SC=CN1)N1CC2(CN(C2)C(C=C)=O)CC1